BrC1=C(C=CC=C1)N1CCN(CC1)CC=1C=C2CN(C(C2=CC1)=O)N1C(NC(CC1)=O)=O 1-(5-((4-(2-bromophenyl)piperazin-1-yl)methyl)-1-oxoisoindolin-2-yl)dihydropyrimidine-2,4(1H,3H)-dione